Glutamyl-L-glutamine N[C@@H](CCC(=O)O)C(=O)N[C@@H](CCC(N)=O)C(=O)O